C1(CC1)N1C(C2=CC=C(C=C2C=C1)C1=CN=C(N1)[C@H](CCCCCC(CC)=O)NC(=O)[C@H]1CC12CCN(CC2)CC)=O (S)-N-((S)-1-(5-(2-cyclopropyl-1-oxo-1,2-dihydroisoquinolin-6-yl)-1H-imidazol-2-yl)-7-oxononyl)-6-ethyl-6-azaspiro[2.5]octane-1-carboxamide